N,N-dimethyl-1-piperazinesulfonamide CN(S(=O)(=O)N1CCNCC1)C